P(=O)(OCCN(C(C1=CN=C(C(=C1)[N+](=O)[O-])SC)=O)CC#C)(OCC[N+](C)(C)C)[O-] 2-(6-(methylthio)-5-nitro-N-(prop-2-yn-1-yl)nicotinamido)ethyl (2-(trimethylammonio)ethyl) phosphate